(R)-3-methyl-2-[2-(oxepan-4-yl)pyrazolo[3,4-b]pyridin-6-yl]-5-(trifluoromethyl)phenol CC=1C(=C(C=C(C1)C(F)(F)F)O)C=1C=CC=2C(N1)=NN(C2)[C@H]2CCOCCC2